4-(3-bromoprop-1-yn-1-yl)pyridine BrCC#CC1=CC=NC=C1